6-(6-([[2,2'-bipyridyl]-5-ylmethyl]-3,6-diazabicyclo[3.1.1]heptan-3-yl)pyridin-3-yl)-6-methyl-N-(5-methyl-1H-pyrazol-3-yl)pyrimidin-4-amine N1=C(C=CC(=C1)CC12CN(CC(N1)C2)C2=CC=C(C=N2)C2(C=C(N=CN2)NC2=NNC(=C2)C)C)C2=NC=CC=C2